BrC=1C(=NC=C(C1)O[C@H]1COCC1)F (R)-3-bromo-2-fluoro-5-((tetrahydrofuran-3-yl)oxy)pyridine